ClC1=C(C(=CC=C1)F)S(=O)(=O)NC1[C@@H]2CN(C[C@H]12)C1=NC=C(C=C1)C=1C=2N(C=C(C1)C=1C=NN(C1)C)N=CC2C#N 2-chloro-N-((1R,5S,6r)-3-(5-(3-cyano-6-(1-methyl-1H-pyrazol-4-yl)pyrazolo[1,5-a]pyridin-4-yl)pyridin-2-yl)-3-azabicyclo[3.1.0]hexane-6-yl)-6-fluorobenzenesulfonamide